BrC=1C=CC(=C(C1)C1=C(C=CC=C1)Cl)S(=O)(=O)N1[C@@H](C[C@@](CC1)(C(=O)N[C@H](C)\C=C\C(=O)N1CC(C1)(F)F)F)C (2R,4S)-1-((5-bromo-2'-chloro-[1,1'-biphenyl]-2-yl)sulfonyl)-N-((R,E)-5-(3,3-difluoroazetidin-1-yl)-5-oxopent-3-en-2-yl)-4-fluoro-2-methylpiperidine-4-carboxamide